BrC=1SC(=CN1)\C=N\S(=O)C(C)(C)C (E)-N-((2-bromothiazol-5-yl)methylene)-2-methylpropane-2-sulfinamide